ClC=1N=C(C2=C(N1)C(=C(N=C2)Cl)F)N2C[C@@H]1C[C@@H]1C2 (1R,5S,6s)-3-(2,7-dichloro-8-fluoropyrido[4,3-d]pyrimidin-4-yl)-3-azabicyclo[3.1.0]hexane